(R)-N-((S)-1-(4-(3,3-dimethyl-2-oxoindolin-1-yl)piperidin-1-yl)-1-oxo-4-phenylbutan-2-yl)piperidine-3-carboxamide HCl Cl.CC1(C(N(C2=CC=CC=C12)C1CCN(CC1)C([C@H](CCC1=CC=CC=C1)NC(=O)[C@H]1CNCCC1)=O)=O)C